ClC1=C(C(NN=C1)=O)Cl Dichloropyridazinone